1,3,5-trihydroxy-2,4,6-triaminobenzene OC1=C(C(=C(C(=C1N)O)N)O)N